2-((tert-butoxycarbonyl)amino)-4-(3-(dimethylamino)oxetan-3-yl)butanoic acid C(C)(C)(C)OC(=O)NC(C(=O)O)CCC1(COC1)N(C)C